FC(S(=O)(=O)OC1=C(C=C(C=C1)CO)C=O)(F)F 2-formyl-4-(hydroxymethyl)phenyl trifluoromethanesulfonate